N-(4-fluorophenyl)-1-(4'-(hydroxymethyl)-6'-(trifluoromethyl)-[2,3'-bipyridin]-5-yl)cyclobutane-1-carboxamide FC1=CC=C(C=C1)NC(=O)C1(CCC1)C=1C=CC(=NC1)C=1C=NC(=CC1CO)C(F)(F)F